Cl.ClCC=1N=COC1 4-(chloromethyl)oxazole hydrochloride